1,4-phenylene (2S,2'S)-bis(2-aminopropanoate)-bishydrochloride Cl.Cl.N[C@H](C(=O)OC1=CC=C(C=C1)OC(C(C)N)=O)C